Cl.N1=C(N=CC=C1)N Pyrimidin-2-amine hydrochloride